C12CNCC(CC1)N2C=2C(=C(C1=CN(C=C1C2)C2C(NC(CC2)=O)=O)F)F 6-(3,8-Diazabicyclo[3.2.1]octan-8-yl)-2-(2,6-dioxopiperidin-3-yl)-4,5-difluoroisoindol